C(C)(=O)OC1CNCC1 3-pyrrolidinyl acetate